2,4-difluoro-1-bromobenzene FC1=C(C=CC(=C1)F)Br